(R)-amino(4,5-dichloro-2-hydroxyphenyl)methyl-piperidin N[C@@H]1N(CCCC1)CC1=C(C=C(C(=C1)Cl)Cl)O